BrC1=CC=C(S1)C(C(=O)OC)C Methyl 2-(5-bromothiophen-2-yl)propanoate